BrC1=CC=C2CN(C(C2=C1)=O)[C@@H](C(=O)NC1=NC=CC=C1)C1=C(C=CC(=C1)F)OC |r| (2RS)-2-(6-bromo-1-oxo-isoindolin-2-yl)-2-(5-fluoro-2-methoxy-phenyl)-N-(2-pyridinyl)acetamide